N1CCCN=CCC1 1,2,3,4,7,8-hexahydro-[1,5]diazocine